NC1=NC=CC=C1C(C#CC1=CC=C(C=C1)C)=O 1-(2-aminopyridin-3-yl)-3-(p-tolyl)prop-2-yn-1-one